benzyl {(1R,3S,4R)-3-[(5-{2-[di(propan-2-yl)carbamoyl]-4-fluorophenoxy}pyrimidin-4-yl)(methyl)amino]-4-hydroxycyclopentyl}carbamate CC(C)N(C(=O)C1=C(OC=2C(=NC=NC2)N([C@H]2C[C@H](C[C@H]2O)NC(OCC2=CC=CC=C2)=O)C)C=CC(=C1)F)C(C)C